C(C1=CC=C(C=C1)N=C=S)C1=CC=C(C=C1)N=C=S methylenebis(4-isothiocyanatobenzene)